1-[3-chloro-5-(2-aminoethylamino)phenyl]-3-(3-bromo-2-hydroxymethylphenyl)urea ClC=1C=C(C=C(C1)NCCN)NC(=O)NC1=C(C(=CC=C1)Br)CO